N-(3-cyano-5-methylphenyl)-N-{4-[2-(2,6-dichlorophenyl)acetylamino]pyridin-2-yl}acetamide C(#N)C=1C=C(C=C(C1)C)N(C(C)=O)C1=NC=CC(=C1)NC(CC1=C(C=CC=C1Cl)Cl)=O